3-(6-chloro-5-(2'-hydroxy-3'-meth-oxy-6'-methyl-[1,1'-biphenyl]-4-yl)-1H-indazol-3-yl)-propanoic acid ClC1=C(C=C2C(=NNC2=C1)CCC(=O)O)C1=CC=C(C=C1)C1=C(C(=CC=C1C)OC)O